ClC=1C=C(C(=O)O)C=C(C1N1C=C(C2=NC=C(C=C21)C=2C(=NOC2C)C)C2=CC=CC=C2)Cl 3,5-dichloro-4-(6-(3,5-dimethylisoxazol-4-yl)-3-phenyl-1H-pyrrolo[3,2-b]pyridin-1-yl)benzoic acid